CC=1OC=C(N1)C(=O)N[C@@H](CC(C)C)C(NN(CC1C(NCC1)=O)C(C(F)Cl)=O)=O |r| 2-methyl-N-[rac-(1S)-1-[[(2-chloro-2-fluoro-acetyl)-[(2-oxopyrrolidin-3-yl)methyl]amino]carbamoyl]-3-methyl-butyl]oxazole-4-carboxamide